4-(2-methylphenyl)-3-phenyl-3,6-dihydro-2H-1,3,5-oxadiazine CC1=C(C=CC=C1)C=1N(COCN1)C1=CC=CC=C1